3-(6-bromo-2-fluoropyridin-3-yl)-3-fluorocyclobutylamine trifluoroacetate FC(C(=O)O)(F)F.BrC1=CC=C(C(=N1)F)C1(CC(C1)N)F